(R)-3-((3-(8-aminopyrido[3,4-d]pyrimidin-2-yl)-4-methylphenyl)ethynyl)-3-hydroxy-1-methylpyrrolidin-2-one NC1=NC=CC2=C1N=C(N=C2)C=2C=C(C=CC2C)C#C[C@]2(C(N(CC2)C)=O)O